FC(OC1=CC=C(C=C1)C=1N=CNC1)(F)F 4-(4-trifluoromethoxyphenyl)-1H-imidazol